3-aminopyrrolidine NC1CNCC1